P1=C(C=CC=2C3=CC=CC=C3C=CC12)C1=CC=CC=2NN=NC21 phosphaphenanthryl-benzotriazole